Cl.O1C(CC2=C1C=CC=C2)\C(\CN)=C\F (-)-(E)-2-(2,3-dihydrobenzofuran-2-yl)-3-fluoroprop-2-en-1-amine hydrochloride